(S)-1-(1-methylpiperidin-4-yl)cyclopropyl 1-(4-fluorophenyl)-3,4-dihydroisoquinoline-2(1H)-carboxylate FC1=CC=C(C=C1)[C@@H]1N(CCC2=CC=CC=C12)C(=O)OC1(CC1)C1CCN(CC1)C